CC1=CC(=C(C=C1)C(NC(CC1=CC(=CC=C1)N1CCN(CC1)C)=O)C=1OC(=CC1)C)N1CCCCC1 N-{[4-methyl-2-(piperidin-1-yl)phenyl](5-methylfuran-2-yl)methyl}-2-[3-(4-methylpiperazin-1-yl)phenyl]acetamide